1-[3-(2,6-dimethoxyphenyl)-1H-pyrrolo[2,3-b]pyridin-6-yl]-3-[3-(methylamino)propyl]urea COC1=C(C(=CC=C1)OC)C1=CNC2=NC(=CC=C21)NC(=O)NCCCNC